4-(2-((3-fluorophenyl)sulfonyl)propan-2-yl)-N-(1,2,3-thiadiazol-5-yl)piperidine-1-carboxamide FC=1C=C(C=CC1)S(=O)(=O)C(C)(C)C1CCN(CC1)C(=O)NC1=CN=NS1